6-(1-(3-(1H-1,2,3-triazol-1-yl)propanoyl)-1,2,5,6-tetrahydropyridin-3-yl)-7-fluoro-4-(4-fluoro-2-methoxyphenyl)-1H-indole-2-carboxylic acid N1(N=NC=C1)CCC(=O)N1CC(=CCC1)C1=CC(=C2C=C(NC2=C1F)C(=O)O)C1=C(C=C(C=C1)F)OC